C(C)(C)(C)OC(CN(CCN(CC(OC(C)(C)C)=O)C)CCN(CCN(CC(=O)O)CC)CC(OC(C)(C)C)=O)=O N-[9,12-bis(2-tert-butoxy-2-oxoethyl)-2,2,6-trimethyl-4-oxo-3-oxa-6,9,12-triazatetradecan-14-yl]-N-ethylglycine